6-(6-(1H-1,2,4-triazol-3-yl)pyridin-3-yl)-4-isopropyl-3,4-dihydropyrazino[2,3-b]pyrazin-2(1H)-one N1N=C(N=C1)C1=CC=C(C=N1)C=1N=C2C(=NC1)NC(CN2C(C)C)=O